C1(CC1)CN[C@H]1CN(CCC1)C1=CC(N(C=C1)C(C)C=1C=NN(C1)C=1N=NC=C(C1)N(C)C)=O 4-((R)-3-((cyclopropylmethyl)amino)piperidin-1-yl)-1-(1-(1-(5-(dimethyl-amino)pyridazin-3-yl)-1H-pyrazol-4-yl)ethyl)pyridin-2(1H)-one